5-[octa-1,5-dienyl]oxolan-2-one C(=CCCC=CCC)C1CCC(O1)=O